Methyl 2-(2-{[7-(5-methyl-1,2,4-oxadiazol-3-yl)isoquinolin-1-yl]amino}ethyl)-3-oxo-2H,3H-imidazo[1,5-a]pyrazine-6-carboxylate CC1=NC(=NO1)C1=CC=C2C=CN=C(C2=C1)NCCN1C(N2C(C=NC(=C2)C(=O)OC)=C1)=O